C1=CC(=CC=C1C(=O)O)S(=O)(=O)N p-sulfamoyl-benzoic acid